N-(1-((2R,4R,5R)-3,3-difluoro-4-hydroxy-5-(hydroxymethyl)tetrahydrofuran-2-yl)-2-oxo-1,2-dihydropyrimidin-4-yl)-5-methylpicolinamide FC1([C@@H](O[C@@H]([C@H]1O)CO)N1C(N=C(C=C1)NC(C1=NC=C(C=C1)C)=O)=O)F